[N+](=O)([O-])C1=CC(=C(C(=O)OC)C=C1)C Methyl 4-nitro-2-methylbenzoate